Br.BrCCN bromoethylamine-hydrobromide